N-[2-(1,5-dimethyl-1H-pyrazol-3-yl)-2-oxoethyl]-5,6-difluoro-4'-(trifluoromethyl)[1,1'-biphenyl]-2-carboxamide CN1N=C(C=C1C)C(CNC(=O)C=1C(=C(C(=CC1)F)F)C1=CC=C(C=C1)C(F)(F)F)=O